(5-(4-acetylpiperazin-1-yl)pyridin-3-yl)boronic acid C(C)(=O)N1CCN(CC1)C=1C=C(C=NC1)B(O)O